C(C(=O)[O-])(=O)[O-].[Pt+2].N[C@H](C)C=1C=C(C=CC1)C(CO)(F)F 2-{3-[(1R)-1-aminoethyl]phenyl}-2,2-difluoroethan-1-ol PLATINUM OXALATE